4-[(3-chloro-4-fluoro-phenyl)amino]-6-{cis-4-[N-(2-methoxy-acetyl)-N-methyl-amino]-cyclohex-1-yloxy}-7-methoxy-quinazoline ClC=1C=C(C=CC1F)NC1=NC=NC2=CC(=C(C=C12)O[C@@H]1CC[C@@H](CC1)N(C)C(COC)=O)OC